[C@@H]12CN(C[C@H]2C1)C1=C(C=C(CN2N=CC3=C(C=CC(=C23)C(=O)NC2CC3(CCC3)C2)Cl)C=C1)F (Sa)-6-(1-(4-((1R,5S)-3-azabicyclo[3.1.0]hexan-3-yl)-3-fluorobenzyl)-4-chloro-1H-indazole-7-carboxamido)spiro[3.3]heptane